C(C)N1N=CC(=C1)CN1C(N(C=C1C(F)(F)F)C1=NC(=CC(=C1F)C(F)(F)F)N1C[C@H](OCC1)C)=O 3-[(1-ethyl-1H-pyrazol-4-yl)methyl]-1-{3-fluoro-6-[(2R)-2-methylmorpholin-4-yl]-4-(trifluoromethyl)pyridin-2-yl}-4-(trifluoromethyl)-1,3-dihydro-2H-imidazol-2-one